bromon-tetradecanol BrC(CCCCCCCCCCCCC)O